6-(1-{2-Amino-1-[p-(trifluoromethyl)phenyl]ethyl}-3-methyl-1H-pyrazol-4-yl)-5-(p-chlorophenyl)-4-pyrimidinamine NCC(C1=CC=C(C=C1)C(F)(F)F)N1N=C(C(=C1)C1=C(C(=NC=N1)N)C1=CC=C(C=C1)Cl)C